C(C)(C)(C)C=1C(=C(C=C(C1)C)CCC(=O)O)O.C(C)(C)(C)C=1C(=C(C=C(C1)C)CCC(=O)O)O.C(COC=C)OC=C ethylene bis(oxyethylene) bis-(3-(5-t-butyl-4-hydroxy-m-tolyl) propionate)